Methyl-(morpholino)methanone CC(=O)N1CCOCC1